1-(3,4,5-trimethoxyphenyl)-1H-imidazol-4-ylamine hydrochloride Cl.COC=1C=C(C=C(C1OC)OC)N1C=NC(=C1)N